FC=1C=C(C=CC1C=1N(C=C(N1)C(F)(F)F)C)CO {3-fluoro-4-[1-methyl-4-(trifluoromethyl)imidazol-2-yl]phenyl}methanol